4-chloro-3-fluorobenzenesulfonamide ClC1=C(C=C(C=C1)S(=O)(=O)N)F